OC1=C(C=2C(C3=CC=CC=C3C(C2C=C1C(=O)N1CCN(CC1)CC)=O)=O)O dihydroxy-3-(4-ethylpiperazine-1-carbonyl)anthracene-9,10-dione